C1(=CC=C(C=C1)CN(C(OC(C)(C)C)=O)CCC1=CC(=C(C(=C1)CN(CC1=NC=CC=C1)CC1=CC=C(C=C1)CCCCC)O)CN(CC1=NC=CC=C1)CC1=CC=C(C=C1)CCCCC)C1=CC=CC=C1 Tert-butyl ([1,1'-biphenyl]-4-ylmethyl)(4-hydroxy-3,5-bis(((4-pentylbenzyl) (pyridin-2-ylmethyl)amino)methyl)phenethyl)carbamate